Methyl-3-((imidazo[1,2-a]pyridine-8-carboxamido)methyl)-5-(1-phenylcyclopropyl)-4,5-dihydroisoxazole CC1C(=NOC1C1(CC1)C1=CC=CC=C1)CNC(=O)C=1C=2N(C=CC1)C=CN2